CN1C(=NC2=C1C=CC=C2)C#C[Si](C)(C)C 1-methyl-2-((trimethylsilyl)ethynyl)-1H-benzo[d]imidazole